2-Furanoylazoxybenzene O1C(=CC=C1)C(=O)C1=C(C=CC=C1)[N+]([O-])=NC1=CC=CC=C1